(E)-N-(4-(1-(6-(4-(4-((2-(2,6-dioxopiperidin-3-yl)-3-oxoisoindolin-4-yl)oxy)butyl)piperazin-1-yl)nicotinoyl)piperidin-4-yl)butyl)-3-(pyridin-3-yl)acrylamide O=C1NC(CCC1N1CC2=CC=CC(=C2C1=O)OCCCCN1CCN(CC1)C1=NC=C(C(=O)N2CCC(CC2)CCCCNC(\C=C\C=2C=NC=CC2)=O)C=C1)=O